2,3-dihydroxypropylpiperidinium OC(C[NH+]1CCCCC1)CO